N-(2-(6-(4-Chlorophenylamino)-2-(methylthio)pyrimidin-4-ylamino)ethyl)-2-methoxynicotinamide ClC1=CC=C(C=C1)NC1=CC(=NC(=N1)SC)NCCNC(C1=C(N=CC=C1)OC)=O